(E)-N-ethyl-N-(4-fluorophenyl)-2-butenamide C(C)N(C(\C=C\C)=O)C1=CC=C(C=C1)F